Cl.N[C@H](C(=O)N1C[C@H]2[C@@H]([C@H]1C(=O)O)CCC2)C(C)(C)C (3S,3aS,6aR)-2-[(2S)-2-amino-3,3-dimethyl-butanoyl]-3,3a,4,5,6,6a-hexahydro-1H-cyclopenta[c]pyrrole-3-carboxylic acid hydrochloride